6-hydroxy-2-(4-hydroxy-3-nitrobenzyl)benzofuran-3(2H)-one OC1=CC2=C(C(C(O2)CC2=CC(=C(C=C2)O)[N+](=O)[O-])=O)C=C1